1-(4-fluorophenyl)-4-methoxy-2-keto-1,2-dihydropyridine-3-carboxylic acid FC1=CC=C(C=C1)N1C(C(=C(C=C1)OC)C(=O)O)=O